butane-1-carboxylic acid C(CCC)C(=O)O